6-[[4-[[(1S)-2-hydroxy-1-phenyl-ethyl]amino]-5-[5-(trifluoromethyl)-1,3,4-oxadiazol-2-yl]pyrimidin-2-yl]amino]-3,4-dihydro-1H-quinolin-2-one OC[C@H](C1=CC=CC=C1)NC1=NC(=NC=C1C=1OC(=NN1)C(F)(F)F)NC=1C=C2CCC(NC2=CC1)=O